1-(oxetan-3-yl)-6-oxo-1,6-dihydropyridazine-4-sulfonyl chloride O1CC(C1)N1N=CC(=CC1=O)S(=O)(=O)Cl